tert-butyl (3-((8-(4-chloropicolinamido)quinolin-5-yl)(methyl)amino)propyl)carbamate ClC1=CC(=NC=C1)C(=O)NC=1C=CC(=C2C=CC=NC12)N(CCCNC(OC(C)(C)C)=O)C